CC1=C(C(=C2C(=C1O)C(=O)C[C@H](O2)C3=CC=CC=C3)C)O The molecule is a dihydroxyflavanone that is (2S)-flavanone substituted by hydroxy groups at positions 5 and 7 and methyl groups at positions 6 and 8. Isolated from the buds of Cleistocalyx operculatus, it has been shown to exhibit inhibitory effects on the viral neuraminidases from two influenza viral strains, H1N1 and H9N2. It has a role as a plant metabolite and an EC 3.2.1.18 (exo-alpha-sialidase) inhibitor. It derives from a (2S)-flavanone.